5-cyano-2-(4-(2,4-difluorophenoxy)piperidin-1-yl)phenyl-4-methoxy-2-methylpyrimidine-5-carboxamide C(#N)C=1C=CC(=C(C1)C1=C(C(=NC(=N1)C)OC)C(=O)N)N1CCC(CC1)OC1=C(C=C(C=C1)F)F